1-[1-[(2-fluorophenyl)-1H-1,2,3-triazol-4-yl]ethyl]-5-(4,4,5,5-tetramethyl-1,3,2-dioxaborolan-2-yl)-7H-pyrrolo[2,3-d]pyrimidine FC1=C(C=CC=C1)N1N=NC(=C1)C(C)N1CN=CC2=C1NC=C2B2OC(C(O2)(C)C)(C)C